3-((3-nitro-1H-indol-3-yl)methyl)-1H-indole [N+](=O)([O-])C1(CNC2=CC=CC=C12)CC1=CNC2=CC=CC=C12